2-(2-((1r,4r)-4-(6-(5-cyano-1H-pyrrolo[2,3-b]pyridin-1-yl)-4-(isopropyl-amino)nicotinamido)cyclohexane-1-carboxamido)ethoxy)ethyl 4-methylbenzenesulfonate CC1=CC=C(C=C1)S(=O)(=O)OCCOCCNC(=O)C1CCC(CC1)NC(C1=CN=C(C=C1NC(C)C)N1C=CC=2C1=NC=C(C2)C#N)=O